(dibenzofuranyl)(naphthobenzofuranyl)anthracene C1(=CC=CC=2OC3=C(C21)C=CC=C3)C3=C(C2=CC1=CC=CC=C1C=C2C=C3)C3=COC=2C3=CC=C3C2C=CC2=CC=CC=C23